FC=1C(=C(C=CC1F)[C@@H]1[C@@H](O[C@]([C@H]1C)(C(F)(F)F)C)C(=O)NC1=CN=CC(=N1)C(=O)N)OC 6-[[(2R,3R,4S,5R)-3-(3,4-Difluoro-2-methoxy-phenyl)-4,5-dimethyl-5-(trifluoromethyl)tetrahydrofuran-2-carbonyl]amino]pyrazin-2-carboxamid